trans-2-[5-Fluoro-2-(2H-1,2,3-triazol-2-yl)benzoyl]-3-[(4-fluorophenoxy)methyl]-4-methyl-2-azabicyclo[3.1.1]heptan FC=1C=CC(=C(C(=O)N2C3CC(C(C2COC2=CC=C(C=C2)F)C)C3)C1)N1N=CC=N1